3-amino-3-(3,4-dihydroxyphenyl)propionic acid NC(CC(=O)O)C1=CC(=C(C=C1)O)O